(S)-3-amino-5-methyl-7-(3-morpholinoprop-1-yn-1-yl)-2,3-dihydrobenzo[b][1,4]oxazepine-4(5H)-one N[C@@H]1C(N(C2=C(OC1)C=CC(=C2)C#CCN2CCOCC2)C)=O